2-[7-({6-methylimidazo[1,2-a]pyridin-2-yl}methyl)-8-oxo-7,8-dihydro-2,7-naphthyridin-4-yl]benzonitrile CC=1C=CC=2N(C1)C=C(N2)CN2C=CC=1C(=CN=CC1C2=O)C2=C(C#N)C=CC=C2